2,2,6,6-tetramethyl-4-piperidone hydrochloride Cl.CC1(NC(CC(C1)=O)(C)C)C